2-(2,3-difluorophenyl)pyrrolidine FC1=C(C=CC=C1F)C1NCCC1